O=C1NC(CCC1N1C(C=2C=C3C(=CC2C1=O)CC1(C3)CNC1)=O)=O 2'-(2,6-dioxopiperidin-3-yl)-5',7'-dihydro-1'H-spiro[azetidine-3,6'-cyclopenta[f]isoindole]-1',3'(2'H)-dione